COC1=CC=C(C=N1)N1C(=NC2=C(C1=O)CNCC2)C (6-methoxypyridin-3-yl)2-methyl-5,6,7,8-tetrahydropyrido[4,3-d]pyrimidin-4(3h)-one